C(OC=1C=C(C=CC1)O)([2H])([2H])[2H] 3-Methoxy-d3-phenol